[6-(5-cyclopropyl-4H-1,2,4-triazol-3-yl)-2-azaspiro[3.3]heptan-2-yl]-[7-(4-fluoro-2-methylsulfonyl-phenoxy)-2-azaspiro[3.5]nonan-2-yl]methanone C1(CC1)C=1NC(=NN1)C1CC2(CN(C2)C(=O)N2CC3(C2)CCC(CC3)OC3=C(C=C(C=C3)F)S(=O)(=O)C)C1